O=C1N(C2(CC2)CO1)C1=NC(=C(C(=O)O)C=C1)N1CCC2(CC2)CC1 6-(5-oxo-6-oxa-4-azaspiro[2.4]heptan-4-yl)-2-(6-azaspiro[2.5]octan-6-yl)nicotinic acid